[N+](=O)([O-])[NH-] nitroamide